2-chloro-5-(2,5-dichlorophenoxy)phenol ClC1=C(C=C(C=C1)OC1=C(C=CC(=C1)Cl)Cl)O